C(C)(C)(C)OC(=O)N1CC=2N=C(N=C(C2C1)N1C(CCCCC1)C)Cl 2-chloro-4-(2-methylazepan-1-yl)-5,7-dihydro-6H-pyrrolo[3,4-d]Pyrimidine-6-carboxylic acid tert-butyl ester